FC1=C(C=C2C(C(=CN3C2=C1CCC3)C=O)=O)F 8,9-difluoro-1-oxo-6,7-dihydro-1H,5H-pyrido[3,2,1-ij]quinoline-2-carbaldehyde